OCC=1N(C2=CC=C(C=C2C1)CNC(OC(C)(C)C)=O)CCCC(F)(F)F tert-Butyl ((2-(hydroxymethyl)-1-(4,4,4-trifluorobutyl)-1H-indol-5-yl)methyl)carbamate